C(C)N(CC(=O)N1CC=2N=C(OC2C1)C=1C(=C(C=CC1)C1=C(C(=CC=C1)C=1OC2=C(N1)C=C(C=C2C#N)C=O)C)C)C 2-(3'-(5-(N-ethyl-N-methylglycyl)-5,6-dihydro-4H-pyrrolo[3,4-d]oxazol-2-yl)-2,2'-dimethyl-[1,1-biphenyl]-3-yl)-5-formylbenzo[d]oxazole-7-carbonitrile